C(CC)N(C1CC=2C=CC=C(C2CC1)O)CCC=1SC=CC1 (-)-5,6,7,8-tetrahydro-6-[propyl-[2-(2-thienyl)ethyl]-amino]-1-naphthyl alcohol